5a-methyl-1-((2-(trimethylsilyl)ethoxy)methyl)-1,4,4a,5,5a,6-hexahydrocyclopropa[f]indazole CC12C(CC=3C=NN(C3C1)COCC[Si](C)(C)C)C2